N(=NC(C(=O)NC1CCCCC1)(C)C)C(C(=O)NC1CCCCC1)(C)C 2,2'-azobis(N-cyclohexyl-2-methyl-propionamide)